ClC1=CC=C(CN2C3(C(N(CC2)C(C)C)=O)CC2=CC(CC=C2C3)=O)C=C1 1'-(4-chlorobenzyl)-4'-isopropyl-1,3-dihydrospiro[indene-2,2'-piperazine]-3',6-dione